8-(4-Chloro-2-fluorophenyl)-9-(4-((1-(3-fluoropropyl)azetidin-3-yl)methyl)phenyl)-6,7-dihydro-5H-benzo[7]annulen ClC1=CC(=C(C=C1)C=1CCCC2=C(C1C1=CC=C(C=C1)CC1CN(C1)CCCF)C=CC=C2)F